4-(4-(1-hydroxyethyl)benzyl)thiomorpholine 1,1-dioxide OC(C)C1=CC=C(CN2CCS(CC2)(=O)=O)C=C1